methoxythioacetanilide COCC(=S)NC1=CC=CC=C1